(s)-N1-(Adamantan-1-yl)-N8-(4-(3-(4-(tert-butyl)benzoyl)thioureido)phenyl)octanediamide C12(CC3CC(CC(C1)C3)C2)NC(CCCCCCC(=O)NC2=CC=C(C=C2)NC(=S)NC(C2=CC=C(C=C2)C(C)(C)C)=O)=O